FC(C=1C=C(C=C(C1)C(F)(F)F)NC(=S)NC[C@H]1NCCC1)(F)F N-[3,5-bis(trifluoromethyl)phenyl]-N'-[(2S)-2-pyrrolidinylmethyl]thiourea